N-(1,1-Dioxotetrahydrothiopyran-4-yl)-4-(7-fluoro-1H-pyrrolo[3,2-c]pyridin-4-yl)benzamide O=S1(CCC(CC1)NC(C1=CC=C(C=C1)C1=NC=C(C2=C1C=CN2)F)=O)=O